FC1=C(C(=O)NCCC2=CNC3=CC=C(C=C23)O)C=CN=C1 3-fluoro-N-(2-(5-hydroxy-1H-indol-3-yl)ethyl)isonicotinamide